(R)-2-(4-((1-methylpiperidin-3-yl)amino)pyrido[3,4-d]pyridazin-1-yl)-5-(trifluoromethyl)benzene-sulfonamide CN1C[C@@H](CCC1)NC=1N=NC(=C2C1C=NC=C2)C2=C(C=C(C=C2)C(F)(F)F)S(=O)(=O)N